ClC1=C(C(=CC=C1C)F)C1=CC(=CC=C1)[C@@H](C)NC1=NC(=NC2=CC(=C(C=C12)OC)OC)C N-[(1R)-1-(2'-chloro-6'-fluoro-3'-methylbi-phenyl-3-yl)-ethyl]-6,7-dimethoxy-2-methylquinazolin-4-amine